allyl 8-(5-((3,4-dichlorophenyl)difluoromethyl)-1,3,4-oxadiazol-2-yl)-2-((tetrahydrofuran-2-yl)methyl)-2,6-diazaspiro[3.4]octane-6-carboxylate ClC=1C=C(C=CC1Cl)C(C1=NN=C(O1)C1CN(CC12CN(C2)CC2OCCC2)C(=O)OCC=C)(F)F